COC1=C(C=CC(=C1)S(=O)(=O)C)NC=1N=C(C2=C(N1)NC=C2C#N)NC 2-((2-methoxy-4-(methyl-sulfonyl)phenyl)amino)-4-(methylamino)-7H-pyrrolo[2,3-d]pyrimidine-5-carbonitrile